C1CC12CCN(CC2)C2=C(C(=O)N)C=CC(=C2)NS(=O)(=O)CCO 2-{6-azaspiro[2.5]oct-6-yl}-4-(2-hydroxyethanesulfonylamino)benzamide